F[B-](F)(F)F.F[B-](F)(F)F.[Li+].[Li+] lithium bis(fluoroborate)